1-(3-(2-hydroxypropan-2-yl)phenyl)-1H-pyrazolo[3,4-d]pyrimidin-3(2H)-one OC(C)(C)C=1C=C(C=CC1)N1NC(C=2C1=NC=NC2)=O